CN1CC(CCC1)N1C(NC2=C1C=CC=C2)=O 1-(1-methylpiperidin-3-yl)-1,3-dihydro-2H-benzo[d]Imidazol-2-one